(5s,8s)-N-(2-chloro-6-fluorobenzyl)-5-fluoro-8-hydroxy-5,6,7,8-tetrahydroquinoline-5-carboxamide ClC1=C(CNC(=O)[C@]2(C=3C=CC=NC3[C@H](CC2)O)F)C(=CC=C1)F